C(#N)NC1=NC2=CC=CC=C2C(=C1C#N)C 2-(cyanoamino)-4-methylquinoline-3-carbonitrile